2-(3,5-difluorophenoxy)-8-fluoro-5-(trifluoromethyl)bicyclo[4.2.0]octane-1,3,5-triene-7-ol FC=1C=C(OC2=C3C(C(C3=C(C=C2)C(F)(F)F)O)F)C=C(C1)F